C(CCNC([C@@H](O)C(C)(C)CO)=O)(=O)[O-].[NH4+] ammonium D-pantothenate